4-(2-(pyrrolidin-1-yl)ethoxy)benzamide N1(CCCC1)CCOC1=CC=C(C(=O)N)C=C1